ClC=1C(=NC(=NC1)NC=1C=NN(C1)CC)C1=CC=C(C(=O)O)C=C1 4-(5-Chloro-2-((1-ethyl-1H-pyrazol-4-yl)amino)pyrimidin-4-yl)benzoic Acid